N1-(3-fluorobicyclo[1.1.1]pentan-1-yl)-N2-((S)-3-(1-methylcyclopropyl)-1-oxo-1-(((S)-3-oxo-1-((S)-2-oxopyrrolidin-3-yl)-4-(trifluoromethoxy)butan-2-yl)amino)propan-2-yl)oxalamide FC12CC(C1)(C2)NC(C(=O)N[C@H](C(N[C@@H](C[C@H]2C(NCC2)=O)C(COC(F)(F)F)=O)=O)CC2(CC2)C)=O